(3-((4-methylpiperazin-1-yl)methyl)benzyl)quinoline-3,4-diamine CN1CCN(CC1)CC=1C=C(CC2=NC3=CC=CC=C3C(=C2N)N)C=CC1